CC1=C(C=C(C=C1)NC(=O)C1=CC(=NC=C1)C(F)(F)F)C1=CC(=NC(=C1)N1CCOCC1)C#C[C@H]1N(CCC1)C(=O)OC(C)(C)C tert-butyl (2S)-2-[2-(4-{2-methyl-5-[2-(trifluoromethyl)pyridine-4-amido]phenyl}-6-(morpholin-4-yl)pyridin-2-yl)ethynyl]pyrrolidine-1-carboxylate